pyrazole phosphate ammonium salt [NH4+].P(=O)([O-])([O-])[O-].N1N=CC=C1.[NH4+].[NH4+]